ethynyldeoxyuridine C(#C)[C@@]1(C[C@H](O)[C@@H](CO)O1)N1C(=O)NC(=O)C=C1